(N-phenylaminomethyl)triethoxysilane C1(=CC=CC=C1)NC[Si](OCC)(OCC)OCC